C(C)C1=NN(C2=C1C(NCC1(CCOCC1)C2)=O)CC(COC(C2=CC(=CC=C2)OC)=O)(C)C 3-Methoxybenzoic acid [3-(3-ethyl-4-oxo-spiro[6,8-dihydro-5H-pyrazolo[4,3-c]azepin-7,4'-tetrahydropyran]-1-yl)-2,2-dimethyl-propyl] ester